N-(4-{6-[(1R)-1-hydroxybutyl]-4-methylpyridin-3-yl}imidazo[1,2-a]1,6-naphthyridin-8-yl)acetamide O[C@H](CCC)C1=CC(=C(C=N1)C=1C=2N(C3=CC(=NC=C3C1)NC(C)=O)C=CN2)C